FC(C(CC(C(C(=O)OC)C(NC1=CC=CC2=CC=CC=C12)=O)O)=O)(F)F methyl 6,6,6-trifluoro-3-hydroxy-2-(naphthalen-1-ylcarbamoyl)-5-oxohexanoate